FC(CN1C=NC(=C1C=1C=CC=2N(C1)C(=CN2)CNC2CC(C2)(F)F)C2=CC=C(C=C2)F)F N-((6-(1-(2,2-difluoroethyl)-4-(4-fluoro-phenyl)-1H-imidazol-5-yl)imidazo[1,2-a]pyridin-3-yl)methyl)-3,3-difluorocyclobutanamine